C1(=CC=CC=C1)S(=O)(=O)N1C=CC=2C1=NC=CC2C2=CC(=C(N)C=C2)C 4-[1-(Benzenesulfonyl)pyrrolo[2,3-b]pyridin-4-yl]-2-methyl-aniline